5-heptyl-2-mercapto-1,3,4-oxadiazole C(CCCCCC)C1=NN=C(O1)S